C(C=C)(=O)O.P(=O)(O)(O)O phosphate compound with acrylate